FC=1C=C(C=C2N=C(N(C2=O)C)C(=O)NC)C=C(C1O)F 4-(3,5-difluoro-4-hydroxybenzylidene)-N,1-dimethyl-5-oxo-4,5-dihydro-1H-imidazole-2-carboxamide